1-(2'-hydroxyethyl)benzotriazole ethyl-(2R,3S)-2-(4-((tert-butoxycarbonyl)-amino)-phenyl)-1-(2-fluoro-6-methylbenzoyl)-piperidine-3-carboxylate C(C)OC(=O)[C@@H]1[C@@H](N(CCC1)C(C1=C(C=CC=C1C)F)=O)C1=CC=C(C=C1)NC(=O)OC(C)(C)C.OCCN1N=NC2=C1C=CC=C2